C(C)(=O)N1C(C(C(C2=CC(=CC=C12)C(=O)[O-])N1N=NC2=C1CCC1C(CC2)C1CO)C)CC 1-acetyl-2-ethyl-4-(6-(hydroxymethyl)-5,5a,6,6a,7,8-hexahydrocyclopropa[5,6]cycloocta[1,2-d][1,2,3]triazol-1(4H)-yl)-3-methyl-1,2,3,4-tetrahydroquinoline-6-carboxylate